ClC1=C(C(=O)NCC=2C=NN(C2)C(=O)OC(C)(C)C)C=CC(=C1)NC(=O)C=1N(C(=CN1)C1=C(C(=C(C=C1)OC)F)F)C tert-butyl 4-[[[2-chloro-4-[[5-(2,3-difluoro-4-methoxy-phenyl)-1-methyl-imidazole-2-carbonyl]amino]benzoyl]amino]methyl]pyrazole-1-carboxylate